C(CCC)C1=C(C(=NN1C)C(C)C)O Butyl-4-hydroxy-1-methyl-3-isopropyl-pyrazol